COC(CCSCC(=O)OC)=O 3-((2-methoxy-2-oxoethyl)thio)propanoic acid methyl ester